7-((2S,5R)-2,5-dimethyl-4-(1-(quinoxalin-6-yl)ethyl)piperazin-1-yl)-2,4-dimethyl-2,4-dihydro-5H-pyrazolo[4,3-b]pyridin-5-one C[C@@H]1N(C[C@H](N(C1)C(C)C=1C=C2N=CC=NC2=CC1)C)C=1C=2C(N(C(C1)=O)C)=CN(N2)C